FC1(CN(C1)C)C#CC1=CC2=C(OC[C@@H](C(N2C)=O)NC(C2=NC=CC(=C2)OC2=CC=CC=C2)=O)C=C1 (S)-N-(7-((3-fluoro-1-methylazetidin-3-yl)ethynyl)-5-methyl-4-oxo-2,3,4,5-tetrahydrobenzo[b][1,4]oxazepin-3-yl)-4-phenoxypicolinamide